2,2-Dimethyl-3-(5-methyl-2-phenyl-3-(3-phenylpropanoyl)-1H-indol-1-yl)propanamide CC(C(=O)N)(CN1C(=C(C2=CC(=CC=C12)C)C(CCC1=CC=CC=C1)=O)C1=CC=CC=C1)C